C(=O)(OC(C)(C)C)C([C@H]1CNCCO1)N (R)-2-(Boc-aminomethyl)morpholine